C(C)C=1C=C(C=2[C@@H]3[C@@H](C(OC2C1)(C)C)CC=C(C3)C)O (6As,10aS)-3-ethyl-6,6,9-trimethyl-6a,7,10,10a-tetrahydrobenzo[c]chromen-1-ol